(4-(4-phenylquinazolin-2-yl)phenyl)boronic acid C1(=CC=CC=C1)C1=NC(=NC2=CC=CC=C12)C1=CC=C(C=C1)B(O)O